1-imino-1λ6,4-thiazepan-1-oxide N=S1(CCNCCC1)=O